5-bromo-1-chloro-2-(chloromethyl)-3-methylbenzene BrC=1C=C(C(=C(C1)Cl)CCl)C